4-sulfoisophthalic acid, sodium salt [Na+].S(=O)(=O)([O-])C1=C(C=C(C(=O)[O-])C=C1)C(=O)[O-].[Na+].[Na+]